C(C)(C)(C)OC(=O)N[C@@H](COC1=CC(=CC=C1)CCNC(=O)[C@]1([C@@H](CC[C@H](C1)C)C(C)C)O)C(=O)OC methyl N-(tert-butoxycarbonyl)-O-(3-(2-((1S,2S,5R)-1-hydroxy-2-isopropyl-5-methylcyclohexane-1-carboxamido)ethyl)phenyl)-L-serinate